FC=1C(=C2C=CN3C2=C(C2=C[C@H](CN([C@@H]2C3)C)C)C1)F (7aS,10R)-2,3-difluoro-8,10-dimethyl-7a,8,9,10-tetrahydro-7H-indolo[7,1-fg][1,7]naphthyridine